2-bromo-3-(4-(2-bromoethoxy)phenoxy)benzo[b]thiophen-6-ol BrC1=C(C2=C(S1)C=C(C=C2)O)OC2=CC=C(C=C2)OCCBr